2-((3-methyl-4-(4,4,5,5-tetramethyl-1,3,2-dioxaborolan-2-yl)phenyl)amino)-2-oxo-1-(3-(trifluoromethyl) phenyl)ethyl acetate C(C)(=O)OC(C(=O)NC1=CC(=C(C=C1)B1OC(C(O1)(C)C)(C)C)C)C1=CC(=CC=C1)C(F)(F)F